FC1=C(CN2[C@@H](CCC2=O)CC(=O)NC(C(=O)NCC=2OC=CC2)C(C)C)C=CC=C1F 2-(2-((S)-1-(2,3-Difluorobenzyl)-5-oxopyrrolidin-2-yl)acetamido)-N-(furan-2-ylmethyl)-3-methylbutanamide